6-Chloro-3-((1-(4-chlorobenzoyl)-4-hydroxypiperidin-4-yl)methyl)-7-(4-((3s,6r)-6-methylmorpholin-3-yl)phenyl)-3,7-dihydro-4H-pyrrolo[2,3-d]pyrimidin-4-one ClC1=CC2=C(N=CN(C2=O)CC2(CCN(CC2)C(C2=CC=C(C=C2)Cl)=O)O)N1C1=CC=C(C=C1)[C@@H]1NC[C@H](OC1)C